5-(piperidin-1-ylmethyl)-4-(pyridin-2-yl)-N-(4-(trifluoromethyl)pyridin-2-yl)thiazol-2-amine N1(CCCCC1)CC1=C(N=C(S1)NC1=NC=CC(=C1)C(F)(F)F)C1=NC=CC=C1